ClC1=C(C=CC=C1)C1COCCCN1 3-(2-Chlorophenyl)-1,4-oxazepane